4-hydroxy-4-((1-(4-(1-isopropylpiperidin-4-yl)phenyl)-4-oxo-1H-pyrazolo[3,4-d]pyrimidin-5(4H)-yl)methyl)-N,N-dimethylpiperidine-1-carboxamide OC1(CCN(CC1)C(=O)N(C)C)CN1C=NC2=C(C1=O)C=NN2C2=CC=C(C=C2)C2CCN(CC2)C(C)C